CC1=NN=C(O1)C1=CC=C(C=C1)N1[C@H]([C@H](CC1)NS(=O)(=O)C)CO[C@@H]1CC[C@@H](CC1)C1=CC=CC=C1 N-((CIS)-1-(4-(5-methyl-1,3,4-oxadiazol-2-yl)phenyl)-2-((((CIS)-4-phenylcyclohexyl)oxy)methyl)pyrrolidin-3-yl)methanesulfonamide